L-arginine sodium salt [Na+].N[C@@H](CCCNC(N)=N)C(=O)[O-]